ClC=1C=C(C(=O)N[C@@H]2CN[C@H](CC2)C=2OC(=NN2)OCCOC(F)(F)F)C=CC1OC(F)(F)F 3-chloro-4-(trifluoromethoxy)-N-[(3s,6r)-6-{5-[2-(trifluoromethoxy)ethoxy]-1,3,4-oxadiazol-2-yl}piperidin-3-yl]benzamide